O[C@H](CCN1N(C(SCC1)=O)CCC1=CC=C(S1)C(=O)OC)CC1=CC(=CC=C1)C#CC1=CSC=C1 Methyl (S)-5-(2-(4-(3-hydroxy-4-(3-(thiophen-3-ylethynyl)phenyl)butyl)-2-oxo-1,3,4-thiadiazinan-3-yl)ethyl)thiophene-2-carboxylate